C1CCC(CCCCC1=O)=O cyclononane-4,9-dione